(+)-1-(4-chlorophenyl)-3-[(3R*,4S*)-4-(3-methoxyphenyl)-2-oxopyrrolidin-3-yl]urea ClC1=CC=C(C=C1)NC(=O)N[C@H]1C(NC[C@@H]1C1=CC(=CC=C1)OC)=O |o1:11,15|